N-(2,6-difluoro-3-(5-(2-isopropylpyrimidin-5-yl)-1H-pyrrolo[2,3-b]pyridine-3-carbonyl)phenyl)propane-1-sulfonamide FC1=C(C(=CC=C1C(=O)C1=CNC2=NC=C(C=C21)C=2C=NC(=NC2)C(C)C)F)NS(=O)(=O)CCC